N-(3-chloro-2,4-difluoro-phenyl)-6-(1,6-diazaspiro[3.3]heptan-6-yl)pyrido[3,2-d]pyrimidin-4-amine ClC=1C(=C(C=CC1F)NC=1C2=C(N=CN1)C=CC(=N2)N2CC1(CCN1)C2)F